2-chloro-5-{[(2,2-dimethylpropionyl)amino]methyl}-N-[1-(5-methoxypyridin-3-yl)-1H-indazol-4-yl]benzamide hydrochloride Cl.ClC1=C(C(=O)NC2=C3C=NN(C3=CC=C2)C=2C=NC=C(C2)OC)C=C(C=C1)CNC(C(C)(C)C)=O